(-)-Menthylsuccinat C1(CC(C(CC1)C(C)C)C(C(=O)[O-])CC(=O)[O-])C